O[C@@H](CC)C[C@H](CC=C)[C@H](C)S(N)(=O)=O (3S,5S)-3-hydroxy-5-((1S)-1-sulfamoylethyl)-7-octen